N,N-Dimethyl-3-((5-(4,4,5,5-tetramethyl-1,3,2-dioxaborolan-2-yl)pyridin-2-yl)oxy)propan-1-amine CN(CCCOC1=NC=C(C=C1)B1OC(C(O1)(C)C)(C)C)C